F[P-](F)(F)(F)(F)F.CN1C(N(C(C(C1=O)=NOC(=[N+]1CCOCC1)N(C)C)=O)C)=O 4-{[1,3-Dimethyl-2,4,6-trioxotetrahydropyrimidin-5(6H)ylidenaminooxy](dimethylamino)methylen}morpholin-4-ium hexafluorophosphate